5-bromopyrazine-2-carboxylic acid methyl ester COC(=O)C1=NC=C(N=C1)Br